2-chloro-4-bromo-6-fluoro-s-triazine ClC1=NC(=NC(=N1)Br)F